N=1C=NC2(N=CN=C2C1)B(O)O 4-purineboronic acid